C(C)OC(OCC)[SiH2][SiH](C(OCC)OCC)CC diethoxymethylsilyl-ethyl-diethoxymethylsilane